C(C)(C)(C)OC(=O)N(C(OC(C)(C)C)=O)C=1C2=C(N=CN1)N(C=C2C=2C=NC(=CC2)NC(=O)NC2=CC(=C(C=C2)CN2CCN(CC2)C)C(F)(F)F)C2CC2 tert-butyl (tert-butoxycarbonyl)(7-cyclopropyl-5-(6-(3-(4-((4-methylpiperazin-1-yl)methyl)-3-(trifluoromethyl)phenyl)ureido)pyridin-3-yl)-7H-pyrrolo[2,3-d]pyrimidin-4-yl)carbamate